C(C)C(COC1=CC(=NC=C1)C=1N=C(C2=C(N1)CCC2)N(CC(=O)N[C@H]2[C@H](CCC2)O)C)(CC)O 2-({2-[4-(2-ethyl-2-hydroxybutoxy)pyridin-2-yl]-5H,6H,7H-cyclopenta[d]pyrimidin-4-yl}(methyl)amino)-N-[(1R,2S)-2-hydroxycyclopentyl]acetamide